1-((2R,3R,4S,5R)-3-hydroxy-5-(hydroxymethyl)-4-((methyldisulfaneyl)methoxy)tetrahydrofuran-2-yl)pyrimidine-2,4(1H,3H)-dione O[C@H]1[C@@H](O[C@@H]([C@H]1OCSSC)CO)N1C(NC(C=C1)=O)=O